6-(4-(9H-carbazole-9-yl)phenyl)-1,3,5-triazine-2,4-diamine C1=CC=CC=2C3=CC=CC=C3N(C12)C1=CC=C(C=C1)C1=NC(=NC(=N1)N)N